C1[C@@H]([C@H](O[C@H]1N2C3=C(C(=O)NC(=N3)N)NC2=O)COP(=O)([O-])OP(=O)([O-])OP(=O)(O)[O-])O The molecule is a 2'-deoxyribonucleoside triphosphate oxoanion that is a trianion of 8-oxo-dGTP arising from partial deprotonation of the triphosphate OH groups. It is a conjugate base of an 8-oxo-dGTP. It is a conjugate acid of an 8-oxo-dGTP(4-).